NC1=C2N=CN(C2=NC=N1)C1C=C(C(C1O)O)CO 5-(6-Aminopurin-9-yl)-3-(hydroxymethyl)cyclopent-3-ene-1,2-diol